tricyclo[5.2.1.02,6]decane-3,4-diol C12C3C(C(CC3C(CC1)C2)O)O